C(C1=CC=CC=C1)OC(=O)NC1(CCC2=C(C=C(S2)C(=O)OCC)C1)C ethyl 5-(benzyloxycarbonylamino)-5-methyl-6,7-dihydro-4H-benzothiophene-2-carboxylate